ClC1=C(C=C(C(=C1)Cl)OC)NC1=C(C=NC2=CC(=C(C=C12)OC)OCCCN1CCN(CC1)CC=1C=C2CN(C(C2=CC1)=O)C1C(NC(CC1)=O)=O)C#N 4-((2,4-dichloro-5-methoxyphenyl)amino)-7-(3-(4-((2-(2,6-dioxopiperidin-3-yl)-1-oxoisoindolin-5-yl)methyl)piperazin-1-yl)propoxy)-6-methoxyquinoline-3-carbonitrile